[Sc].[Sm] samarium-scandium